(2-bromo-4-nitrophenyl)-(4,4-difluoropiperidin-1-yl)methanone BrC1=C(C=CC(=C1)[N+](=O)[O-])C(=O)N1CCC(CC1)(F)F